NCC(O)(C1CC1)C1=CC(=C(C(=N1)C1=CC(=C(C=C1)F)F)F)C(C)(C)O 2-{6-[(+)-2-amino-1-cyclopropyl-1-hydroxyethyl]-2-(3,4-difluorophenyl)-3-fluoropyridin-4-yl}Propan-2-ol